FC1=C(COC2=NC=CC(=C2)CNC(=O)NCCC2(CC2)C(F)(F)F)C=CC=C1 1-((2-((2-Fluorobenzyl)oxy)pyridin-4-yl)methyl)-3-(2-(1-(trifluoromethyl)cyclopropyl)ethyl)urea